COC=1C=C(C=O)C=C(C1OC)OC 3,4,5-trimethyloxybenzaldehyde